COC(C1CCN(CC1)C1=CC=C(C=C1)C1=CCCCC=2C=3C=NN(C3C=CC21)C2OCCCC2)OC 6-[4-[4-(dimethoxymethyl)-1-piperidyl]phenyl]-3-tetrahydropyran-2-yl-9,10-dihydro-8H-cyclohepta[e]indazole